(R)-2-methyl-(1,4-oxazepan-4-yl)pyrazolo[1,5-a]pyrimidine-3-carboxamide CC1=NN2C(N=C(C=C2)N2CCOCCC2)=C1C(=O)N